N-(2-(cyclopentyl)ethyl)-3-((2-cyclopropyl-4-(phenylmethoxy)phenyl)amino)benzamide 5'-iodo-cytidine-5'-triphosphate P(O)(=O)(OP(=O)(O)OP(=O)(O)O)OC([C@@H]1[C@H]([C@H]([C@@H](O1)N1C(=O)N=C(N)C=C1)O)O)I.C1(CCCC1)CCNC(C1=CC(=CC=C1)NC1=C(C=C(C=C1)OCC1=CC=CC=C1)C1CC1)=O